CON(C(C(CC(C)C)N(C(OC(C)(C)C)=O)C)=O)C tert-butyl (1-(methoxy(methyl)amino)-4-methyl-1-oxopentan-2-yl)(methyl)carbamate